5-(((S)-3-(difluoromethyl)morpholino)methyl)-2-methylpiperazine-1-carboxylate FC([C@@H]1COCCN1CC1NCC(N(C1)C(=O)[O-])C)F